2-Chloro-4-methylbenzylamine ClC1=C(CN)C=CC(=C1)C